1-Ethyl-5-methyl-4-(4,4,5,5-tetramethyl-1,3,2-dioxaborolan-2-yl)indolin-2-one C(C)N1C(CC2=C(C(=CC=C12)C)B1OC(C(O1)(C)C)(C)C)=O